BrC1=NN(C=N1)C1=CC=C(C=C1)C(F)(F)F 3-bromo-1-(4-(trifluoromethyl)phenyl)-1H-1,2,4-triazole